6-cyano-N-(cyclopropylmethyl)-5-(3,5-difluorophenyl)pyridine-3-carboxamide C(#N)C1=C(C=C(C=N1)C(=O)NCC1CC1)C1=CC(=CC(=C1)F)F